5-bromo-1-(p-tolyl)-4-(trifluoromethoxy)pyrazole BrC1=C(C=NN1C1=CC=C(C=C1)C)OC(F)(F)F